OC=1C=C(C=CC1O)CCC(=O)OCCCCCCC1=CC=CC=C1 6-phenylhexyl 3-(3,4-dihydroxyphenyl)propanoate